FC1CN(CCC1NC1=CC=CC2=C1SC(=C2CC(F)(F)F)C#CCNC(OC(C)(C)C)=O)C tert-butyl (3-(7-(((Z)-3-fluoro-1-methylpiperidin-4-yl)amino)-3-(2,2,2-trifluoroethyl)benzo[b]thiophen-2-yl)prop-2-yn-1-yl)carbamate